CC1=C(C(=O)O[C@H](C1)[C@@H](C)[C@H]2CC[C@@H]3[C@@]2(CC[C@H]4[C@H]3C[C@@H]5[C@]6([C@@]4(C(=O)C[C@@H]([C@@H]6O)OC)C)O5)C)CO The molecule is a withanolide that is 2,3-dihydrowithaferin A substituted by a beta-methoxy group at position 3. It has been isolated from the aerial parts of Physalis longifolia. It has a role as a metabolite and a plant metabolite. It is a delta-lactone, a 27-hydroxy steroid, a 4-hydroxy steroid, an ergostanoid, a primary alcohol, a secondary alcohol, a withanolide and an epoxy steroid. It derives from a withaferin A.